3-(4-(4,4,5,5-tetramethyl-1,3,2-dioxaborolan-2-yl)phenyl)-1,10-phenanthroline CC1(OB(OC1(C)C)C1=CC=C(C=C1)C=1C=NC2=C3N=CC=CC3=CC=C2C1)C